SCC(=O)OCC(COC(CS)=O)(COCC(COC(CS)=O)(COC(CS)=O)COC(CS)=O)COC(CS)=O dipentaerythritol hexa(2-mercaptoacetate)